N-[(3S)-9-Fluoro-2-Oxo-5-Phenyl-1,3-Dihydro-1,4-Benzodiazepin-3-yl]-7-Oxa-2,3-Diazatricyclo[6.2.1.02,6]Undeca-3,5-Diene-5-Carboxamide FC1=CC=CC=2C(=N[C@@H](C(NC21)=O)NC(=O)C=2C=NN1C3CCC(OC21)C3)C3=CC=CC=C3